(-)-taxifolin C1=CC(=C(C=C1[C@H]2[C@@H](C(=O)C3=C(C=C(C=C3O2)O)O)O)O)O